FC=1C=C(N)C=CC1OC1=CC=NC2=CC(=C(C=C12)OC)OCC1=CC=C(C=C1)OC 3-fluoro-4-((6-methoxy-7-((4-methoxybenzyl)oxy)quinolin-4-yl)oxy)aniline